4,5-bis(2-pyrimidinylmethylthio)-1,3-dithiole-2-thione N1=C(N=CC=C1)CSC=1SC(SC1SCC1=NC=CC=N1)=S